C(C(=C)C)(=O)OC(CO)O hydroxy-1-hydroxy-ethyl methacrylate